OC=1C=C(C=CC1)C1=NN(C(C1)C=1SC=CC1)C(CC)=O 1-[3-(3-Hydroxyphenyl)-5-thiophen-2-yl-4,5-dihydropyrazol-1-yl]-propan-1-one